C(C(CC)C(=O)[O-])(C(=O)OCCCCCCCCCCCC)(C(=O)OCCCCCCCCCCCC)C(=O)[O-] Di-dodecyl Butanetetracarboxylate